[Sn]=O.[Ir] iridium-tin oxide